CN1C(N=C(C2=C1N(C(=C2C)C(=O)OCCCNC(=O)OC(C)(C)C)CCO[Si](C)(C)C(C)(C)C)NNC(=O)C2=NC=CC=C2)N 3-Bocaminopropanol methyl-2-amino-7-[2-[tert-butyl(dimethyl)silyl]oxyethyl]-5-methyl-4-[2-(pyridine-2-carbonyl)hydrazino]pyrrolo[2,3-d]pyrimidine-6-carboxylate